1-(6-(4-(8-chloro-1-naphthalenyl)-5,6,7,8-tetrahydro-2-quinazolinyl)-2,6-diazaspiro[3.4]octan-2-yl)-2-propen-1-one ClC=1C=CC=C2C=CC=C(C12)C1=NC(=NC=2CCCCC12)N1CC2(CN(C2)C(C=C)=O)CC1